C1(CC1)C(=O)NC1=CC(=C(N=N1)C(=O)NC)NC=1C=CC=C2C=CN(C(C12)=O)CC1=CC=C(C=C1)OC 6-(Cyclopropanecarboxamido)-4-((2-(4-methoxybenzyl)-1-oxo-1,2-dihydroisoquinolin-8-yl)amino)-N-methylpyridazine-3-carboxamide